O[C@H]1C[C@@H](CC1)NC1=NC(=CC(=N1)C=1C=C(C=CC1C)NC(=O)N1C[C@@H](CC1)CC(F)(F)F)N1CCOCC1 (3S)-N-[3-(2-[[(1R,3R)-3-hydroxycyclopentyl]amino]-6-(morpholin-4-yl)pyrimidin-4-yl)-4-methylphenyl]-3-(2,2,2-trifluoroethyl)pyrrolidine-1-carboxamide